Cl.ClC1=C(C=C(C(=C1)S(N[C@H](C)C1CCN(CC1)C)(=O)=O)C)NC(C1=C(C=CC=C1)C)=O (R)-N-(2-chloro-5-methyl-4-(N-(1-(1-methyl-piperidin-4-yl)ethyl)sulfamoyl)phenyl)-2-methylbenzamide hydrochloride